CN(C1=C(C=CC=N1)[N+](=O)[O-])S(=O)(=O)C N-methyl-N-(3-nitropyridin-2-yl)methanesulfonamide